(R)-4-(3,3-dimethyl-2,3-dihydro-1H-pyrrolo[3,2-b]pyridin-1-yl)-N-(4-(2-((dimethylamino)methyl)pyrrolidin-1-yl)-2-methoxy-5-nitrophenyl)pyridin-2-amine CC1(CN(C=2C1=NC=CC2)C2=CC(=NC=C2)NC2=C(C=C(C(=C2)[N+](=O)[O-])N2[C@H](CCC2)CN(C)C)OC)C